N-(3-(1H-Imidazol-1-yl)propyl)-7-(4-fluoropiperidin-1-yl)-5-phenylpyrazolo[1,5-a]pyrimidine-2-carboxamide N1(C=NC=C1)CCCNC(=O)C1=NN2C(N=C(C=C2N2CCC(CC2)F)C2=CC=CC=C2)=C1